N,N-Dimethyl-5-hydroxytryptamine CN(C)CCC1=CNC2=C1C=C(C=C2)O